COC1=CC=C(C=C1)C(COC=1C=NC(=NC1)N1C=C2[C@H]3[C@H]4[C@@H]([C@@H]([C@@H]2C1)C=C3)C4)=O (3aR,4R,4aR,5aS,6S,6aS)-2-(5-(2-(4-Methoxyphenyl)-2-oxoethoxy)pyrimidin-2-yl)-4,4a,5,5a,6,6a-hexahydro-4,6-ethenocyclopropa[f]isoindole